tert-Butyl 4-(6-cyano-2-fluoro-3-isobutylphenyl)piperazine-1-carboxylate C(#N)C1=CC=C(C(=C1N1CCN(CC1)C(=O)OC(C)(C)C)F)CC(C)C